((4-acetamidophenyl)sulfonyl)proline C(C)(=O)NC1=CC=C(C=C1)S(=O)(=O)N1[C@@H](CCC1)C(=O)O